N-ethoxy-4-((3-(5-fluoropyrimidin-2-yl)-2-methoxyphenyl)amino)-6-((2-methylpyrimidin-4-yl)amino)nicotinamide C(C)ONC(C1=CN=C(C=C1NC1=C(C(=CC=C1)C1=NC=C(C=N1)F)OC)NC1=NC(=NC=C1)C)=O